C(C)OC(=O)C=1C=C(NC1)Cl 2-chloroAzole-4-carboxylic acid ethyl ester